[2H]C1(CC1)N1C(C=CC(=C1)[C@@H]1OCC[C@@H](C1)C1=NC2=NC(=C(N=C2C(=N1)C12CC(C1)(C2)C(F)(F)F)C)C)=O 1-(1-deuteriocyclopropyl)-5-[(2R,4S)-4-[6,7-dimethyl-4-[3-(trifluoromethyl)-1-bicyclo[1.1.1]pentanyl]pteridin-2-yl]tetrahydropyran-2-yl]pyridin-2-one